2-(1-cyclohexyl-1,2,3,4-tetrahydroquinolin-6-yl)-N-(4-fluorophenyl)propanamide C1(CCCCC1)N1CCCC2=CC(=CC=C12)C(C(=O)NC1=CC=C(C=C1)F)C